NC=1C(NC2=CC(=C(N=C2C1C1=C2C=NNC2=C(C=C1)F)C)C)=O 3-Amino-4-(7-fluoro-1H-indazol-4-yl)-6,7-dimethyl-1H-1,5-naphthyridin-2-one